N1(CCCC1)C1=NC(=NC=C1)N1CCCCC1 1-(4-(pyrrolidin-1-yl)pyrimidin-2-yl)piperidin